N1(CCCC1)C1=CC=C(C=C1)C(C1=CC=C2C=CC(=NC2=C1O)C)NC1=NC=CC=C1 7-((4-(Pyrrolidin-1-yl)phenyl)(pyridin-2-ylamino)methyl)-2-methylquinolin-8-ol